2-(4'-Fluoro-2'-(4-methyl-4H-1,2,4-triazol-3-yl)-[1,1'-biphenyl]-3-yl)-[1,2,4]triazolo[1,5-a]pyridine-6-carbaldehyde FC1=CC(=C(C=C1)C1=CC(=CC=C1)C1=NN2C(C=CC(=C2)C=O)=N1)C1=NN=CN1C